FC1(CCC(CC1)[C@@H](C(=O)NC=1C(=NN(C1)[C@@H](C)C1=CC=NNC1=O)F)NC(=O)C=1N(N=CC1)C(C)C)F |o1:16| 3-N-[(1S)-1-(4,4-difluorocyclohexyl)-2-[[3-fluoro-1-[(1S*)-1-(6-oxo-1H-pyridazin-5-yl)ethyl]pyrazol-4-yl]amino]-2-oxo-ethyl]-2-isopropyl-pyrazole-3-carboxamide